P-((5-(5-(chlorodifluoromethyl)-1,2,4-oxadiazol-3-yl)pyridin-2-yl)methyl)-N-(3-methoxyphenyl)-P-methylphosphinic amide ClC(C1=NC(=NO1)C=1C=CC(=NC1)CP(NC1=CC(=CC=C1)OC)(=O)C)(F)F